CC(C)(C)NC(=O)OCC12OCC(CC1)(CC2)C=O (4-formyl-2-oxabicyclo[2.2.2]oct-1-yl)methyl 2-methyl-2-propanecarbamate